N-[5-(1-methyl-5-nitro-indol-2-yl)-[1,2,4]triazolo[1,5-a]pyridin-2-yl]cyclopropanecarboxamide CN1C(=CC2=CC(=CC=C12)[N+](=O)[O-])C1=CC=CC=2N1N=C(N2)NC(=O)C2CC2